(R)-((3R,5S,7R,8R,9S,10S,13R,14S,17R)-3,7-dihydroxy-10,13-dimethylhexadecahydro-1H-cyclopenta[a]phenanthren-17-yl)pentanoic acid O[C@@H]1CC[C@@]2([C@H]3CC[C@]4([C@H](CC[C@H]4[C@@H]3[C@@H](C[C@@H]2C1)O)[C@H](C(=O)O)CCC)C)C